N-(3-chloro-5-(trifluoromethyl)phenyl)-N-(5-((2-chloro-5-(trifluoromethyl)phenyl)carbamoyl)-4-methylthiazol-2-yl)cyclopropane-1,1-dicarboxamide ClC=1C=C(C=C(C1)C(F)(F)F)N(C(=O)C1(CC1)C(=O)N)C=1SC(=C(N1)C)C(NC1=C(C=CC(=C1)C(F)(F)F)Cl)=O